tert-butyl-4-(1-(4-amino-2-ethyl-5-methoxyphenyl)piperidin-4-yl)piperazine C(C)(C)(C)N1CCN(CC1)C1CCN(CC1)C1=C(C=C(C(=C1)OC)N)CC